N-(5-(cinnolin-4-yl)-2-methoxypyridin-3-yl)-2-hydroxy-2-(1-benzylimidazol-2-yl)-2-phenylacetamide N1=NC=C(C2=CC=CC=C12)C=1C=C(C(=NC1)OC)NC(C(C1=CC=CC=C1)(C=1N(C=CN1)CC1=CC=CC=C1)O)=O